ClC1=CC=C(C(=N1)C(=O)O)N[C@H](C)C1=C2N=C(C(=NC2=CC(=C1)C)C#N)N1C[C@@H](OC[C@@H]1C)C 6-chloro-3-(((R)-1-(2-cyano-3-((2S,5S)-2,5-dimethylmorpholino)-7-methylquinoxalin-5-yl)ethyl)amino)picolinic acid